2-amino-5-{2-[(1S)-1-cyclopropylethyl]-7-methyl-1-oxo-2,3-dihydro-1H-isoindol-5-yl}-N-[trans-3-(2-hydroxypropan-2-yl)cyclobutyl]pyrazolo[1,5-a]pyrimidine-3-carboxamide NC1=NN2C(N=C(C=C2)C=2C=C3CN(C(C3=C(C2)C)=O)[C@@H](C)C2CC2)=C1C(=O)N[C@@H]1C[C@H](C1)C(C)(C)O